C(C1=CC=CC=C1)OC(=O)NCCC1OCC2(CN(CCO2)C(=O)OC(C)(C)C)CO1 tert-butyl 9-(2-(((benzyloxy)carbonyl)amino)ethyl)-1,8,10-trioxa-4-azaspiro[5.5]undecane-4-carboxylate